choline 3-decenoate C(CC=CCCCCCC)(=O)OCC[N+](C)(C)C